1-[(3-amino-5-methoxy-4-quinolinyl)amino]-2-methyl-2-propanol NC=1C=NC2=CC=CC(=C2C1NCC(C)(O)C)OC